COC(=O)C1C(C[C@@]2(C=C(C3=CC=CC=C23)C)CC1)=O (1R)-3'-methyl-3-oxospiro[cyclohexane-1,1'-indene]-4-carboxylic acid methyl ester